C(C)(=O)N(C=1SC(=C(N1)C(=O)N[C@H]1CCC12CCC2)C)C2=CC(=NC(=C2)F)F 2-[acetyl-(2,6-difluoro-4-pyridyl)amino]-5-methyl-N-[(3S)-spiro[3.3]heptan-3-yl]-thiazole-4-carboxamide